C1(=CC=CC=C1)P(CCCS(=O)(=O)O)C1=CC=CC=C1 3-(di-phenylphosphino)propane-1-sulfonic acid